N1(CCCC2CCCCC12)S(=O)(=O)C1=CC=C(C=C1)NC(=O)NCC=1C=NC=CC1 1-[4-(decahydroquinoline-1-sulfonyl)phenyl]-3-(pyridin-3-ylmethyl)urea